C1CNCCC1NC(=O)C2=C(C=NN2)NC(=O)C3=C(C=CC=C3Cl)Cl The molecule is a member of the class of pryrazoles that is 4-amino-1H-pyrazole-3-carboxylic acid in which the primary amino group has been acylated by a 2,6-dichlorobenzoyl group and in which the carboxylic acid has been converted into a carboxamide by formal condensation with the primary amino group of 4-aminopiperidine. It has a role as an EC 2.7.11.22 (cyclin-dependent kinase) inhibitor and an antineoplastic agent. It is a secondary carboxamide, a member of pyrazoles, a dichlorobenzene and a member of piperidines.